N1=C(C=CC=C1C(=O)Cl)C(=O)Cl pyridine-2,6-dicarbonyl dichloride